C(C)N1C(=O)C(=O)C2=CC(=CC=C12)C N-ethyl-5-methylisatin